sodium 4-isocyanobenzoate [N+](#[C-])C1=CC=C(C(=O)[O-])C=C1.[Na+]